FC(C1=CC=C2C(=CC=NC2=C1)NC=1N=C(N2C1SC=C2)C)F N-(7-(di-fluorometh-yl)quinolin-4-yl)-5-meth-ylimidazo-[5,1-b]thiazol-7-amine